glyoxylic acid anion C(C=O)(=O)[O-]